C(C)N1C=NC=C1CN1C=NC2=C1C=C(S2)C(=O)NS(N)(=O)=O 1-((1-ethyl-1H-imidazol-5-yl)methyl)-N-sulfamoyl-1H-thieno[2,3-d]imidazole-5-carboxamide